2-(6-chloro-1,2,3,4-tetrahydroisoquinoline-8-yl)pyrrolidine-1-carboxylate ClC=1C=C2CCNCC2=C(C1)C1N(CCC1)C(=O)[O-]